dichloro[9,9-dimethyl-4,5-bis(diphenylphosphino)xanthen] palladium (II) [Pd+2].ClC1=C(C=2C(C3=CC=CC(=C3OC2C(=C1)P(C1=CC=CC=C1)C1=CC=CC=C1)P(C1=CC=CC=C1)C1=CC=CC=C1)(C)C)Cl